N1=NC(=CC=C1)C=1C=CC(=NC1)NC=1C=C(C(=O)O)C=CC1 3-((5-(Pyridazin-3-yl)pyridin-2-yl)amino)benzoic acid